5-bromo-2-(2,6-dioxopiperidin-3-yl)-4-fluoroisoindoline-1,3-dione BrC=1C(=C2C(N(C(C2=CC1)=O)C1C(NC(CC1)=O)=O)=O)F